C(C)(C)(C)C1=NC(=CC(=C1)N)C 2-(tert-butyl)-6-methylpyridin-4-amine